ClC=1C(N(C(=CC1OCC1=NC=C(C=C1Cl)F)C)C1=CC(=NC=C1C)N1N=C(C=C1)C(C)(C)O)=O 3-chloro-4-((3-chloro-5-fluoropyridin-2-yl)methoxy)-2'-(3-(2-hydroxypropane-2-yl)-1H-pyrazol-1-yl)-5',6-dimethyl-2H-[1,4'-bipyridyl]-2-one